C(#N)C=1C(=CC(=NC1C)N)C 5-cyano-4,6-dimethylpyridin-2-amine